2,2,2-trifluoroethyl-2,6-dihydroxy-5'-methyl-4-pentyl-2'-(prop-1-en-2-yl)-1',2',3',4'-tetrahydro-[1,1'-biphenyl]-3-sulfonate FC(COS(=O)(=O)C=1C(=C(C(=CC1CCCCC)O)C1C(CCC(=C1)C)C(=C)C)O)(F)F